(7-bromo-[1,2,4]triazolo[4,3-a]quinazolin-5-yl)-[1-(2-methyl-3-trifluoromethyl-phenyl)-ethyl]-amine BrC=1C=C2C(=NC=3N(C2=CC1)C=NN3)NC(C)C3=C(C(=CC=C3)C(F)(F)F)C